4-androsten-3,17-dione C[C@@]12C(CC[C@H]1[C@@H]1CCC3=CC(CC[C@]3(C)[C@H]1CC2)=O)=O